CC1=CC=C(C=N1)S(=O)[O-].[Na+] sodium 6-methylpyridine-3-sulfinate